(terphenyl-yl)(dibenzofuranyl)indolocarbazole C1(=C(C=CC=C1)C=1C(=C2C(=CC1)N=C1C=CC3=C4C=CC=CC4=NC3=C12)C1=CC=CC=2OC3=C(C21)C=CC=C3)C=3C(=CC=CC3)C3=CC=CC=C3